CN1C(=NN=C1)C1(CCC1)C=1C=C(C=CC1)N1CC2=C(C=C(C=C2C1=O)C(=O)N)C(F)(F)F 2-(3-(1-(4-methyl-4H-1,2,4-triazol-3-yl)cyclobutyl)phenyl)-3-oxo-7-(trifluoromethyl)isoindoline-5-carboxamide